FCC=1C=C(C=C(C1CF)CF)B1OB(OB(O1)C1=CC(=C(C(=C1)CF)CF)CF)C1=CC(=C(C(=C1)CF)CF)CF 2,4,6-Tris(3,4,5-trifluoromethylphenyl)boroxin